C(N)(OC1=C(C=C(C=C1C(C)(C)C)C(C)(C)C)C(C)(C)C)=O carbamic acid, 2,4,6-tri-tert-butylphenyl ester